ClC=1C(=CC2=C(C[C@](O2)(C2=CC=CC=C2)CN[C@@H]2CC[C@H](CC2)O)C1C1=C(C(=O)N)C=CC(=C1F)OC(F)F)F ((2S,4S)-5-chloro-6-fluoro-2-(((trans-4-hydroxycyclohexyl)amino)methyl)-2-phenyl-2,3-dihydrobenzofuran-4-yl)-4-(difluoromethoxy)-3-fluorobenzamide